(S)-N-(3-chloro-2-fluorobenzylidene)-2-methylpropane-2-sulfinamide ClC=1C(=C(C=N[S@@](=O)C(C)(C)C)C=CC1)F